5-(5-(bis(tert-butoxycarbonyl)amino)pyridazin-3-yl)-2-naphthoic acid C(C)(C)(C)OC(=O)N(C=1C=C(N=NC1)C1=C2C=CC(=CC2=CC=C1)C(=O)O)C(=O)OC(C)(C)C